ClC1=C(C=C(C=C1)[C@H]1C(CN(CC1)C1=CC(=C(N)C=C1F)OC)(F)F)C (S)-4-(4-(4-chloro-3-methylphenyl)-3,3-difluoropiperidin-1-yl)-5-fluoro-2-methoxyaniline